(6S)-1-(1,2,2-Trimethylpropyl)-1,4-diazepan-6-ol CC(C(C)(C)C)N1CCNC[C@@H](C1)O